COC(=O)C=1C=CC=C2C=CN(C12)CC1=CC=C(C=C1)C(F)(F)F 1-(4-(trifluoromethyl)benzyl)-1H-indole-7-carboxylic acid methyl ester